3-(N',N'-bis(2-cyanoethyl)ammonio)biphenyl 7-Methylguanosine-5'-diphosphate P([O-])(=O)(OP(=O)([O-])[O-])OC[C@@H]1[C@H]([C@H]([C@@H](O1)N1C=[N+](C=2C(=O)NC(N)=NC12)C)O)O.C(#N)CC[NH+](CCC#N)C=1C=C(C=CC1)C1=CC=CC=C1.C(#N)CC[NH+](CCC#N)C=1C=C(C=CC1)C1=CC=CC=C1